acryloxytridecyltribromosilane C(C=C)(=O)OCCCCCCCCCCCCC[Si](Br)(Br)Br